N(=O)CNC(CCC(=O)O)C=1C=NC=CC1 4-(N-nitrosomethylamino)-4-(3-pyridyl)-butyric acid